FC(C(F)(F)F)(F)C=1C=CC=C(C(=O)N)C1 5-(1,1,2,2,2-pentafluoroethyl)benzamide